N-(6-(6-chloropyridin-3-yl)-1-((1R,5S)-3,3,5-trimethylcyclohexyl)-1H-pyrazolo[3,4-d]pyrimidin-4-yl)-5-nitrothiophene-2-carboxamide ClC1=CC=C(C=N1)C1=NC(=C2C(=N1)N(N=C2)[C@H]2CC(C[C@@H](C2)C)(C)C)NC(=O)C=2SC(=CC2)[N+](=O)[O-]